CC1(C(NC2=CC=C(C=C12)NC1=C(C=C(C=C1)N1CCC(CC1)C(F)(F)F)C)=O)C 3,3-dimethyl-5-((2-methyl-4-(4-(trifluoromethyl)piperidin-1-yl)phenyl)amino)indolin-2-one